tert-butyl (2R,3S,4S)-3-[({2-[(tert-butoxycarbonyl) amino]ethyl}carbamoyl)oxy]-4-[(tert-butoxycarbonyl)oxy]-2-[(4-methoxyphenyl)methyl]pyrrolidine-1-carboxylate C(C)(C)(C)OC(=O)NCCNC(=O)O[C@H]1[C@H](N(C[C@@H]1OC(=O)OC(C)(C)C)C(=O)OC(C)(C)C)CC1=CC=C(C=C1)OC